NN1C(OC2(CC2)C1)=O 6-amino-4-oxa-6-azaspiro[2.4]heptan-5-one